2-(4-chloro-2-fluorophenyl)-2-oxoacetic acid ethyl ester C(C)OC(C(=O)C1=C(C=C(C=C1)Cl)F)=O